C(C1=CC=CC=C1)NC(CN1C=NC=C1CN1C(CC(C1)CCC)=O)=O N-benzyl-2-{5-[(2-oxo-4-propylpyrrolidin-1-yl)methyl]-1H-imidazol-1-yl}acetamide